S1C=NC2=C1C=CC(=C2)N=NC2=CC=C(C=C2)O 4-(benzothiazol-5-ylazo)phenol